S1C2=C(C=C1)CC(C2)NC(OC(C)(C)C)=O tert-butyl N-(5,6-dihydro-4H-cyclopenta[b]thiophen-5-yl)carbamate